ClC=1C(=C(NC=2C3=C(N=CN2)C=C(C(=N3)O[C@@H]3CN(CC3)C(C=C)=O)F)C=CC1OC(F)F)F 1-[(3S)-3-[4-[3-chloro-4-(difluoromethoxy)-2-fluoro-anilino]-7-fluoro-pyrido[3,2-d]pyrimidin-6-yl]oxypyrrolidin-1-yl]prop-2-en-1-one